5,10,15,20-tetra(3-aminophenyl)porphyrin NC=1C=C(C=CC1)C=1C2=CC=C(N2)C(=C2C=CC(C(=C3C=CC(=C(C=4C=CC1N4)C4=CC(=CC=C4)N)N3)C3=CC(=CC=C3)N)=N2)C2=CC(=CC=C2)N